FC(C(CN)(C)C)F 3,3-difluoro-2,2-dimethyl-propan-1-amine